3-hexylsulfanyl-1-[10-(triethoxysilyl)decyl]-1,2,4-triazole C(CCCCC)SC1=NN(C=N1)CCCCCCCCCC[Si](OCC)(OCC)OCC